(R)-4-oxochromane-2-carboxylic acid O=C1C[C@@H](OC2=CC=CC=C12)C(=O)O